(R)-7-(cyclopropylmethoxy)-6-methoxy-1-(2-(6-meth-yl-1H-indol-3-yl)ethyl)-3,4-dihydroisoquinoline-2(1H)-formaldehyde C1(CC1)COC1=C(C=C2CCN([C@@H](C2=C1)CCC1=CNC2=CC(=CC=C12)C)C=O)OC